5-[2-fluoro-6-hydroxy-4-(3-phenoxyphenyl)phenyl]-1,1-dioxo-1,2,5-thiadiazolidin-3-one FC1=C(C(=CC(=C1)C1=CC(=CC=C1)OC1=CC=CC=C1)O)N1CC(NS1(=O)=O)=O